BrC1=CC=C(C=C1)NC1CCN(CC1)C N-(4-bromophenyl)-1-methylpiperidine-4-amine